C(C)(C)(C)NC(NC=1C=C2CCC(NC2=CC1)C1=CC=C(C(=O)N)C=C1)=O 4-(6-(3-(tert-butyl)ureido)-1,2,3,4-tetrahydroquinolin-2-yl)benzamide